C1OC2=C(C3=CC(=CC=C3C=C2O1)Br)C1=CC=CC2=CC=C(C=C12)C1=CC=C(C=C1)C1CCC(CC1)CCC methylenedioxy-7-bromo-7'-[4-(4-propyl-cyclohexyl)phenyl]-[1,1']binaphthyl